C1(=CC(=CC=C1)C1=NC(=NC(=N1)C1=CC=C(C=C1)Cl)C1=CC=CC=C1)C1=CC=CC=C1 2-([1,1'-biphenyl]-3-yl)-4-(4-chlorophenyl)-6-phenyl-1,3,5-triazine